6-isopropyl-2-(4-(3-methoxyazetidin-1-yl)cyclohexyl)-5-(7-methyl-[1,2,4]triazolo[1,5-a]pyridin-6-yl)-4H-pyrrolo[3,2-d]thiazole C(C)(C)C1=C(NC2=C1N=C(S2)C2CCC(CC2)N2CC(C2)OC)C=2C(=CC=1N(C2)N=CN1)C